5-bromo-4-cyclopropyl-2-fluoro-N-((2-(trifluoromethyl)pyridin-3-yl)carbamoyl)benzamide tert-butyl-4'-(2,2-difluorocyclopropyl)-5-methyl[1,1'-biphenyl]-2-carboxylate C(C)(C)(C)OC(=O)C=1C(=CC(=CC1)C)C1=CC=C(C=C1)C1C(C1)(F)F.BrC=1C(=CC(=C(C(=O)NC(NC=2C(=NC=CC2)C(F)(F)F)=O)C1)F)C1CC1